methyl-4-((4-(1-(2,6-dioxopiperidin-3-yl)-3-methyl-2-oxo-2,3-dihydro-1H-benzo[d]imidazol-5-yl)piperidin-1-yl)methyl)piperidine-1-carboxylate COC(=O)N1CCC(CC1)CN1CCC(CC1)C1=CC2=C(N(C(N2C)=O)C2C(NC(CC2)=O)=O)C=C1